hexadecan-1-yl vaccenate C(CCCCCCCCC\C=C\CCCCCC)(=O)OCCCCCCCCCCCCCCCC